3-benzyl-6-[4-[4-(dimethoxymethyl)-1-piperidyl]phenyl]-7-phenyl-8,9-dihydrobenzo[e]indazole C(C1=CC=CC=C1)N1N=CC=2C3=C(C=CC12)C(=C(CC3)C3=CC=CC=C3)C3=CC=C(C=C3)N3CCC(CC3)C(OC)OC